(R)-3-fluoro-5-(2-methylpyrrolidin-1-yl)pyridin-2-amine FC=1C(=NC=C(C1)N1[C@@H](CCC1)C)N